FC1=C(C=CC(=C1)F)S(=O)(=O)/C=C/C=1C(=NC(=NC1)NC1=CC(=C(C(=C1)OC)OC)OC)NC (E)-5-{2-[(2,4-Difluorophenyl)sulfonyl]vinyl}-N4-methyl-N2-(3,4,5-trimethoxyphenyl)pyrimidine-2,4-diamine